N[C@@H](CCSCC)C(=O)O |r| DL-Ethionine